4-bromo-5-cyclopropyl-N,N-bis(4-methoxybenzyl)-6-methylpyridin-2-amine BrC1=CC(=NC(=C1C1CC1)C)N(CC1=CC=C(C=C1)OC)CC1=CC=C(C=C1)OC